C1(CC1)C=1C(=NSN1)O 4-cyclopropyl-1,2,5-thiadiazol-3-ol